2-(3-(((2-(2,6-dioxopiperidin-3-yl)-1,3-dioxoisoindolin-4-yl)amino)methyl)-1H-pyrazol-1-yl)acetamide O=C1NC(CCC1N1C(C2=CC=CC(=C2C1=O)NCC1=NN(C=C1)CC(=O)N)=O)=O